COC[C@@]1(CN(CC1)C(C)(C)C1=CC=CC=C1)CCC1=CC=C(C#N)C=C1 (S)-4-(2-(3-(methoxymethyl)-1-(2-phenylpropan-2-yl)pyrrolidin-3-yl)ethyl)benzonitrile